C(C)(C)(C)C1=NC=CC(=C1)C=1C=NC=C(C1F)C1=C(C=C(C(=O)OC)C=C1)Cl methyl 4-(2'-(tert-butyl)-4-fluoro-[3,4'-bipyridin]-5-yl)-3-chlorobenzoate